N,1-diethyl-3-iodo-1H-pyrazolo[3,4-d]pyrimidin-4-amine C(C)NC1=C2C(=NC=N1)N(N=C2I)CC